ClC1=NC2=C(C=C(C=C2C=C1C)C(=O)OC)OC methyl 2-chloro-8-methoxy-3-methylquinoline-6-carboxylate